5-fluoro-N-(3-fluoro-4-(4,4,5,5-tetramethyl-1,3,2-dioxaborolan-2-yl)benzyl)-2-methoxybenzamide FC=1C=CC(=C(C(=O)NCC2=CC(=C(C=C2)B2OC(C(O2)(C)C)(C)C)F)C1)OC